N-(5-[[2-(2,6-dioxopiperidin-3-yl)-1,3-dioxo-2,3-dihydro-1H-isoindol-5-yl]amino]pentyl)azetidine-3-sulfonamide O=C1NC(CCC1N1C(C2=CC=C(C=C2C1=O)NCCCCCNS(=O)(=O)C1CNC1)=O)=O